CC(C1=CC=C[C-]1P(C2CCCCC2)C3CCCCC3)P(C(C)(C)C)C(C)(C)C.[CH-]1[CH-][CH-][CH-][CH-]1.[Fe] [(R)-1-[(S)-2-(dicyclohexylphosphino)ferrocenyl]ethyl]di-tert-butylphosphine